1-[2-(4-morpholinyl)ethyl]-3-(3-bromo-4-fluorophenyl)urea N1(CCOCC1)CCNC(=O)NC1=CC(=C(C=C1)F)Br